N-(2-fluoro-4-(2-(2-isobutoxy-6-methylphenyl)-4,5,6,7-tetrahydro-2H-pyrazolo[4,3-c]pyridin-3-yl)phenyl)acetamide FC1=C(C=CC(=C1)C=1N(N=C2C1CNCC2)C2=C(C=CC=C2C)OCC(C)C)NC(C)=O